FC=1C=C2C(NC=3[C@H](CC[C@@H](C3C2=CC1F)N(C(=O)C=1NC2=CC=CC=C2C1)C)O)=O (S,S)-N-(8,9-difluoro-4-hydroxy-6-oxo-1,2,3,4,5,6-hexahydrophenanthridin-1-yl)-N-methyl-1H-indole-2-carboxamide